CN1N=C(C2=CC=CC=C2C1=O)C(=O)N1CCC(CC1)(C(=O)O)C1=CC=CC=C1 1-[(3,4-dihydro-3-methyl-4-oxo-1-phthalazinyl)carbonyl]-4-phenyl-4-piperidinecarboxylic acid